2-(1H-indol-3-yl)-2-(p-toluidinyl)acetic acid ethyl ester C(C)OC(C(NC1=CC=C(C=C1)C)C1=CNC2=CC=CC=C12)=O